Methyl 4-chloro-3-(2,4-dioxotetrahydropyrimidin-1(2H)-yl)benzoate ClC1=C(C=C(C(=O)OC)C=C1)N1C(NC(CC1)=O)=O